N[W] aminotungsten